trans-4-cyclohexene-1,2-dicarboxylate [C@@H]1([C@@H](CC=CC1)C(=O)[O-])C(=O)[O-]